N(=[N+]=[N-])C(C(=O)OC)=CC1=C(C=CC=C1)OC1=CC=CC=C1 methyl 2-azido-3-(2-phenoxyphenyl)prop-2-enoate